tert-butyl-endo-2-((5,7-dimethyl-4-(methylamino)pyrido[2,3-d]pyrimidin-2-yl)amino)-7-azabicyclo[2.2.1]heptane-7-carboxylate C(C)(C)(C)OC(=O)N1C2C(CC1CC2)NC=2N=C(C1=C(N2)N=C(C=C1C)C)NC